fluoromethylsulfanylbenzene FCSC1=CC=CC=C1